acryloxybutyl-dibromomethylsilane C(C=C)(=O)OCCCC[SiH2]C(Br)Br